C(C=CC1=CC=CC=C1)(=O)N[C@@H](CC1=CC=CC=C1)C(=O)O cinnamoyl-phenylalanine